(S)-2-((tert-butoxycarbonyl)amino)-3-phenylpropanoic acid C(C)(C)(C)OC(=O)N[C@H](C(=O)O)CC1=CC=CC=C1